2-(2,4-dimethoxyphenyl)imidazole-5-carboxylic acid COC1=C(C=CC(=C1)OC)C=1NC(=CN1)C(=O)O